CC=1C(=NC=C(C1)N([C@H]1CNCC1)C)C(=O)N methyl-5-[methyl-((3R)-pyrrolidin-3-yl)amino]pyridine-2-carboxamide